tert-butyl 1'-(2-(2,6-dioxopiperidin-3-yl)-6-fluoro-1,3-dioxoisoindolin-5-yl)-[4,4'-bipiperidine]-1-carboxylate O=C1NC(CCC1N1C(C2=CC(=C(C=C2C1=O)N1CCC(CC1)C1CCN(CC1)C(=O)OC(C)(C)C)F)=O)=O